NC(CCC(=O)NCCCC(=O)OCC=C(CCCC)CCCC)C(=O)NCCCC(=O)OCC=C(CCCC)CCCC 3-butylhept-2-enyl 4-[[4-amino-5-[[4-(3-butylhept-2-enoxy)-4-oxo-butyl]amino]-5-oxo-pentanoyl]amino]butanoate